CN1C(=NC2=C(C=C(C=C2C1=O)C)C(C)NC1=C(C(=O)O)C=CC=C1)C1NCCC1 2-[1-(3,6-dimethyl-4-oxo-2-pyrrolidin-2-ylquinazolin-8-yl)ethylamino]benzoic acid